(R)-4-(2-((bis(benzyloxy)phosphoryl)amino)-1-((3,5-dicyano-6-(dimethylamino)-4-ethylpyridin-2-yl)thio)-2-oxoethyl)phenyl methanesulfonate CS(=O)(=O)OC1=CC=C(C=C1)[C@H](C(=O)NP(=O)(OCC1=CC=CC=C1)OCC1=CC=CC=C1)SC1=NC(=C(C(=C1C#N)CC)C#N)N(C)C